FC=1C=C(C=CC(=O)NC(=N)N)C=CC1 3-fluorocinnamoylguanidine